C(C)(C)(C)OC(=O)N1CC(C1)OCC(=O)OCC1=CC=CC=C1 3-[2-(benzyloxy)-2-oxoethoxy]azetidine-1-carboxylic acid tert-butyl ester